acryloyloxyPropyl-phthalic acid C(C=C)(=O)OCCCC1=C(C(C(=O)O)=CC=C1)C(=O)O